[Cl-].ClC1=CC=C(C=C1)C1C(CCN(N1S(=O)(=O)N1CCC(CC1)(F)F)C=NO)C1=CC=CC=C1 (2E)-6-(4-chlorophenyl)-N-[(4,4-difluoro-1-piperidinyl)sulfonyl]-5-phenyl-4,5-dihydro-3H-pyridazine-2-carbaldehyde oxime chloride